4-(4-cyanophenyl)-2-(pent-4-enamidomethyl)oxazole C(#N)C1=CC=C(C=C1)C=1N=C(OC1)CNC(CCC=C)=O